2-(2-fluoro-3-methyl-4-((1-methyl-1H-1,2,4-triazol-3-yl)carbamoyl)phenyl)-9,10-dihydro-4H-benzo[d]pyrazolo[1,5-a][1,3]diazepine-3-carboxamide FC1=C(C=CC(=C1C)C(NC1=NN(C=N1)C)=O)C1=NN2C(NC3=C(CC2)C=CC=C3)=C1C(=O)N